Cl.NC1CCN(CC1)C1=CC(=C(C(=N1)C1=CC(=C(C#N)C=C1)F)C1=CC(=C(C=C1)C(F)(F)F)O)OC 4-(6-(4-aminopiperidin-1-yl)-3-(3-hydroxy-4-(trifluoromethyl)phenyl)-4-methoxypyridin-2-yl)-2-fluorobenzonitrile hydrochloride